FC=1C(=NC=CC1)CCN1CCC2(OC3(CC3)CN(C2)CC(C)(C)C)CC1 8-(2-(3-fluoropyridin-2-yl)ethyl)-12-neopentyl-4-oxa-8,12-diazadispiro[2.1.5.3]tridecane